C(=C)(C)C=1C=C(C(C)(C)N=C=O)C=CC1 3-isopropenyl-alpha,alpha-dimethylbenzyl isocyanate